C(C1=CC=CC=C1)NC(N(C1CCC(CC1)NC1=NC2=CC=CC=C2C=N1)C1=CC=C(C=C1)N1C(CNCC1)CC1CN(C1)C=1C=C2C(N(C(C2=CC1)=O)C1C(NC(CC1)=O)=O)=O)=O 3-Benzyl-1-(4-((1-(2-(2,6-dioxopiperidin-3-yl)-1,3-dioxoisoindol-5-yl)azetidin-3-ylmethyl)piperazin-1-yl)phenyl)-1-((1r,4r)-4-(quinazolin-2-ylamino)cyclohexyl)urea